ClC=1C(N(C(=CC1OCC1=NC=C(C=C1F)F)C)C1=CC(=NC=C1C)C1=NC(=NC=C1)C(C)(C)CC(=O)N)=O (2-(4-(3-chloro-4-((3,5-difluoropyridin-2-yl)methoxy)-5',6-dimethyl-2-oxo-2H-[1,4'-bipyridin]-2'-yl)pyrimidin-2-yl)propan-2-yl)acetamide